BrC=1C=C2C=3C=C(C(=CC3NC2=CC1)Cl)C 6-bromo-2-chloro-3-methyl-9H-carbazole